BrC1=CC=CC(=N1)[N-]C(C(C)(C)C)=O N-(6-bromopyridin-2-yl)pivaloyl-amide